isopropenyloxy-trimethylsilane C(=C)(C)O[Si](C)(C)C